1,1',1''-(1,3,5-triazinane-1,3,5-triyl)tris(3-((2-aminoethyl)thio)propan-1-one) N1(CN(CN(C1)C(CCSCCN)=O)C(CCSCCN)=O)C(CCSCCN)=O